C1(CC1)C1=CC(=CC(=N1)NC(C=1C(N(C=C(C1)CNC[C@H]1OCCOC1)C)=O)=O)C1=C(C=C(C=C1)OC(F)F)C(=O)N1CC(C1)(F)F N-(6-cyclopropyl-4-{2-[(3,3-difluoro-1-azetidinyl)carbonyl]-4-difluoromethoxyphenyl}-2-pyridyl)-5-[({[(R)-1,4-dioxan-2-yl]methyl}amino)methyl]-1-methyl-2-oxo-1,2-dihydronicotinamide